7-methoxy-2-methyl-quinazoline-4,6-diol COC1=C(C=C2C(=NC(=NC2=C1)C)O)O